4-[3-dimethylaminoazetidin-1-yl]-N-[4-(1H-indol-3-yl)pyrimidin-2-yl]-6-methoxy-benzene-1,3-diamine CN(C1CN(C1)C1=C(C=C(C(=C1)OC)NC1=NC=CC(=N1)C1=CNC2=CC=CC=C12)N)C